NC1=CC=C2CCNC(C2=C1)=O 7-amino-1,2,3,4-tetrahydroisoquinolin-1-one